(S)-N-(1-Cyclopropyl-2-(3-cyclopropyl-3-hydroxyazetidin-1-yl)ethyl)-4-fluoro-N,3-dimethylbenzamide C1(CC1)[C@@H](CN1CC(C1)(O)C1CC1)N(C(C1=CC(=C(C=C1)F)C)=O)C